1',6'-Dimethylspiro[cyclopentane-1,9'-fluorene]-2',4',7'-triol CC1=C(C=C(C=2C3=CC(=C(C=C3C3(C12)CCCC3)O)C)O)O